7'-((1R,3R)-3-hydroxycyclohexyl)-2'-((3-((1r,3R)-3-methoxycyclobutoxy)-1H-pyrazol-4-yl)amino)spiro[cyclopropane-1,5'-pyrrolo[2,3-d]pyrimidin]-6'(7'H)-one O[C@H]1C[C@@H](CCC1)N1C(C2(C3=C1N=C(N=C3)NC=3C(=NNC3)OC3CC(C3)OC)CC2)=O